OC1=C(C(N(C=C1C)C)=O)NC(N[C@@H](CC(=O)O)C=1SC(=CC1)C1=CC=CC=C1)=O (S)-3-(3-(4-hydroxy-1,5-dimethyl-2-oxo-1,2-dihydropyridin-3-yl)ureido)-3-(5-phenylthiophen-2-yl)propionic acid